Methyl-2-[acetyl(2-fluorophenylethyl)amino]-4,7-dihydro-5H-spiro[1-benzothiophene-6,2'-[1,3]dioxolane] CC1OC2(OC1)CC1=C(C=C(S1)N(CCC1=C(C=CC=C1)F)C(C)=O)CC2